alpha-Aminoadipic acid NC(C(=O)O)CCCC(=O)O